C1(CC1)NS(=O)(=O)N[C@@H]1CC[C@H](OC1)CN1CCC2(CN(C2)C2=NC=NC=C2OC2=C(C(=O)N(C(C)C)CC)C=C(C=C2)F)CC1 ((4-(7-(((2S,5R)-5-((N-Cyclopropylsulfamoyl)amino)tetrahydro-2H-pyran-2-yl)methyl)-2,7-diazaspiro[3.5]nonan-2-yl)pyrimidin-5-yl)oxy)-N-ethyl-5-fluoro-N-isopropylbenzamide